C1(CCC1)CN1C2=C(OCC1=O)C=C(C=C2)C=2SC(=C(N2)NC(=O)N[C@@H]2CNCCC2)C(F)(F)F (S)-1-(2-(4-(cyclobutylmethyl)-3-oxo-3,4-dihydro-2H-benzo[b][1,4]oxazin-7-yl)-5-(trifluoromethyl)thiazol-4-yl)-3-(piperidin-3-yl)urea